1-[4-(aminomethyl)benzyl]-3-bromo-4-[(2,4-difluorobenzyl)oxy]-6-methylpyridin-2(1H)-one NCC1=CC=C(CN2C(C(=C(C=C2C)OCC2=C(C=C(C=C2)F)F)Br)=O)C=C1